NC=1C=C(C(=O)NC2CC3=CC=CC=C3CC2)C=C(N1)Cl 2-amino-6-chloro-N-(1,2,3,4-tetrahydronaphthalen-2-yl)isonicotinamide